4-cyclopentyl-2-fluoroaniline C1(CCCC1)C1=CC(=C(N)C=C1)F